CN(C(CC)NCCO)C N,N-Dimethyl-N'-(2-hydroxyethyl)propandiamin